F[B-](F)(F)F.[N+](=[N-])=C1CC(C(=O)OC=2CC(C=CC2)=[N+]=[N-])=CC=C1 (3-diazophenyl) 3-diazobenzoate tetrafluoroborate